S1C2=C(C=C1C1=CC=C(C=C1)S(=O)(=O)NCC1C3(C(NC(N3)=O)=O)CCC1)C=CC=C2 4-(Benzo[b]thiophene-2-yl)-N-((2,4-dioxo-1,3-diazaspiro[4.4]nonane-6-yl)methyl)benzenesulfonamide